C(C1=CC=CC=C1)CC(C)(N(P(O)=O)C(C)C)CC1=CC=CC=C1.C(C1=CC=CC=C1)CC(C)(N(P(O)=O)C(C)C)CC1=CC=CC=C1 dibenzyldiisopropyl-phosphonic acid amide (dibenzyl diisopropyl phosphonoamidate)